(5,5-difluoro-5,6-dihydro-4H-pyrrolo[1,2-b]pyrazol-2-yl)methanol FC1(CC=2N(N=C(C2)CO)C1)F